pentaerythritol tetra-di-tert-butyl-hydroxycinnamate C(C)(C)(C)C1=C(C(=C(C(=O)OCC(COC(C(=C(C2=C(C=CC=C2)C(C)(C)C)C(C)(C)C)O)=O)(COC(C(=C(C2=C(C=CC=C2)C(C)(C)C)C(C)(C)C)O)=O)COC(C(=C(C2=C(C=CC=C2)C(C)(C)C)C(C)(C)C)O)=O)O)C(C)(C)C)C=CC=C1